FCC1=CC=C(OC=2C=CC(=C(C2)NC(=O)[C@H]2N(C(NC2)=O)C)OC)C=C1 (S)-N-(5-(4-(Fluoromethyl)phenoxy)-2-methoxyphenyl)-3-methyl-2-oxoimidazolidine-4-carboxamide